1-(2-methylpyridin-4-yl)-4-(tetrahydro-2H-pyran-4-yl)butan-2-one CC1=NC=CC(=C1)CC(CCC1CCOCC1)=O